4-amino-N,1,7-trimethyl-N-((3S)-6-(trifluoromethyl)-2,3-dihydro-1-benzofuran-3-yl)-1H-pyrazolo[4,3-c]quinoline-8-carboxamide NC1=NC=2C=C(C(=CC2C2=C1C=NN2C)C(=O)N([C@@H]2COC1=C2C=CC(=C1)C(F)(F)F)C)C